4-(tert-butoxycarbonylamino)-4-cyclopropyl-but-2-enoic acid methyl ester COC(C=CC(C1CC1)NC(=O)OC(C)(C)C)=O